2,4-dimethyl-5-oxo-7-((3aS,7aR)-1-(4-(trifluoromethoxy)phenyl)octahydro-5H-pyrrolo[3,2-c]pyridin-5-yl)-4,5-dihydrothiazolo[5,4-b]pyridine-6-carbonitrile CC=1SC=2N(C(C(=C(C2N1)N1C[C@H]2[C@@H](CC1)N(CC2)C2=CC=C(C=C2)OC(F)(F)F)C#N)=O)C